N-(chloroacetyl)-ethylenediamine ClCC(=O)NCCN